N-((5-cyclopropyl-1H-indazol-4-yl)methyl)-3,5-difluoro-4-methylbenzamide C1(CC1)C=1C(=C2C=NNC2=CC1)CNC(C1=CC(=C(C(=C1)F)C)F)=O